tert-butyl (1-(4-nitro-2-((4-((2-(piperidin-1-yl)ethyl)carbamoyl)phenyl)ethynyl)phenyl)piperidin-3-yl)carbamate [N+](=O)([O-])C1=CC(=C(C=C1)N1CC(CCC1)NC(OC(C)(C)C)=O)C#CC1=CC=C(C=C1)C(NCCN1CCCCC1)=O